N1(N=NC=C1)C1=CC=C(N=N1)OC1=CC=C(C=C1)C1(CC1)C1=CC=C(OC2CC(C2)NC=2C=C3C(N(C(C3=CC2)=O)C2C(NC(CC2)=O)=O)=O)C=C1 5-(((1r,3r)-3-(4-(1-(4-((6-(1H-1,2,3-triazole-1-yl)pyridazine-3-yl)oxy)phenyl)cyclopropyl)phenoxy)cyclobutyl)amino)-2-(2,6-dioxopiperidin-3-yl)isoindolin-1,3-dione